(2R,6R)-N-(4-fluoropyrrolidin-3-yl)-6-methyl-4-[8-(trifluoromethyl)-5-quinolinyl]morpholine-2-carboxamide FC1C(CNC1)NC(=O)[C@H]1CN(C[C@H](O1)C)C1=C2C=CC=NC2=C(C=C1)C(F)(F)F